C(C)(C)(C)OC(=O)N1C2N(C(CC1)=O)C(C(N(C2)CC(CC)C)=O)CF 6-(fluoromethyl)-8-(2-methylbutyl)-4,7-dioxohexahydro-2H-pyrazino[1,2-a]pyrimidine-1(6H)-carboxylic acid tert-butyl ester